NC=1C=NN2C1C=C(C=C2)N(CCO)CCO 2-[(3-aminopyrazolo[1,5-a]pyrid-5-yl)(2-hydroxyethyl)amino]ethanol